5-(2,4,6-Trifluoro-phenyl)-isoxazole-3-carboxylic acid [(3R*,4R*)-3-(azetidine-1-carbonyl)-1-cyclopropylmethyl-piperidin-4-yl]-amide N1(CCC1)C(=O)[C@@H]1CN(CC[C@H]1NC(=O)C1=NOC(=C1)C1=C(C=C(C=C1F)F)F)CC1CC1 |o1:6,11|